NC1=C(C=C(C=N1)C1=CNC(C=C1)=O)OC(C)C1=C(C(=CC=C1Cl)F)Cl 6'-amino-5'-[1-(2,6-dichloro-3-fluoro-phenyl)-ethoxy]-1H-[3,3']bipyridinyl-6-one